Cl.ClC1=C(C=CC=C1)[C@]12[C@H](OCCN1)CCCC2 (4aR,8aR)-4a-(2-chlorophenyl)octahydro-2H-benzo[b][1,4]oxazine hydrochloride